C1(CC1)OC1=C(C(=C(NC=2C3=C(N=CN2)C=CC(=N3)N3[C@@H]2CN([C@H](C3)C2)C(C=C)=O)C=C1)F)F 1-[(1S,4S)-5-[4-[4-(cyclopropoxy)-2,3-difluoro-anilino]pyrido[3,2-d]pyrimidin-6-yl]-2,5-diazabicyclo[2.2.1]heptan-2-yl]prop-2-en-1-one